1-[6-chloro-4-[difluoro(phenyl)methyl]-2-pyridyl]piperazine ClC1=CC(=CC(=N1)N1CCNCC1)C(C1=CC=CC=C1)(F)F